O.S(C)(=O)(=O)O monomesylate monohydrate